N(=[N+]=[N-])CCOC(=O)NCCCC[C@H](NC(=O)OC(C)(C)C)C(=O)[O-] N6-((2-azidoethoxy)carbonyl)-N2-(tert-butoxycarbonyl)-L-lysinate